(4-methylbenzylaminomethyl)-16alpha-allyl-16beta-hydroxy-androsta-5-en-3beta-ol CC1=CC=C(CNCC[C@@]23C[C@](C[C@H]2[C@@H]2CC=C4C[C@H](CC[C@]4(C)[C@H]2CC3)O)(O)CC=C)C=C1